ClC=1C=C(C=CC1C)NC1=C(C(C1=O)=O)NCC1=CC=C2C=C(C(=NC2=C1)C)C1C(NC(CC1)=O)=O 3-(7-(((2-((3-chloro-4-methylphenyl)amino)-3,4-dioxocyclobut-1-en-1-yl)amino)methyl)-2-methylquinolin-3-yl)piperidine-2,6-dione